BrC1=CC=C(C=C1)/C=C/C(=O)C1=C(C=C(C=C1O)F)F (E)-3-(4-Bromophenyl)-1-(2,4-difluoro-6-hydroxyphenyl)prop-2-en-1-one